C(C=CCCCCC)(=O)[O-].[Fe+2].C(C=CCCCCC)(=O)[O-] iron octenoate